tert-butyl 7-(2-((2-cyano-4-fluorophenyl)(3-fluoro-4-methoxybenzyl)amino)ethyl)-6,8-dioxa-2-azaspiro[3.5]nonane-2-carboxylate C(#N)C1=C(C=CC(=C1)F)N(CCC1OCC2(CN(C2)C(=O)OC(C)(C)C)CO1)CC1=CC(=C(C=C1)OC)F